Cl.N1CCC(CC1)C(C)NC(=O)C1=NC=NC(=C1)C1=CC(=C(C=C1)Cl)Cl 6-(3,4-dichloro-phenyl)-pyrimidine-4-carboxylic acid (1-piperidin-4-yl-ethyl)-amide hydrochloride